ClC1=NC2=C(C=C(C(=C2C(N1)=O)F)Cl)F 2,6-dichloro-5,8-difluoroquinazolin-4(3H)-one